diboron pyridine N1=CC=CC=C1.[B].[B]